Benzyl 5-Bromo-2-Amino-Benzoate BrC=1C=CC(=C(C(=O)OCC2=CC=CC=C2)C1)N